2-(4-bromo-1H-pyrazol-1-yl)pyridine thiodiethylenebis[3-(3,5-di-tert-butyl-4-hydroxy-phenyl)propionate] S(CCC(C(=O)O)CC1=CC(=C(C(=C1)C(C)(C)C)O)C(C)(C)C)CCC(C(=O)O)CC1=CC(=C(C(=C1)C(C)(C)C)O)C(C)(C)C.BrC=1C=NN(C1)C1=NC=CC=C1